(S)-(4-(6-bromo-1H-benzo[d]imidazol-2-yl)-6,7-dihydro-1H-imidazo[4,5-c]pyridin-5(4H)-yl)(6-fluoropyrazolo[1,5-a]pyridin-3-yl)methanone BrC=1C=CC2=C(NC(=N2)[C@H]2N(CCC3=C2N=CN3)C(=O)C=3C=NN2C3C=CC(=C2)F)C1